N-(benzo[d]thiazol-5-ylmethyl)-1-(pyridazin-3-yl)ethan-1-amine S1C=NC2=C1C=CC(=C2)CNC(C)C=2N=NC=CC2